(3S,8aR)-7-(3-chloro-2-fluoro-6-(1H-tetrazol-1-yl)phenyl)-3-(5-(3-methoxy-1H-pyrazol-4-yl)-1H-imidazol-2-yl)-2,3,8,8a-tetrahydroindolizin ClC=1C(=C(C(=CC1)N1N=NN=C1)C1=CCN2[C@@H](CC[C@@H]2C1)C=1NC(=CN1)C=1C(=NNC1)OC)F